C(C=C)(=O)OC(C)(CCCC(C=C)(C)OC(C=C)=O)C 2,6-dimethyloct-7-ene-2,6-diyl diacrylate